NC(C1CCC(NC1)=O)C1=C(C=C(C(=C1)Cl)Cl)O 5-(amino(4,5-dichloro-2-hydroxyphenyl)methyl)piperidin-2-one